N1=CC=C(C=C1)C1=CC=C(C=C1)N(C1=CC=C(C=C1)C1=CC=CC=C1)C1=CC=C(C=C1)C1=CC=NC=C1 N,N-bis(4-(pyridin-4-yl)phenyl)-[1,1'-biphenyl]-4-amine